7-nitro-1,2,3-benzoxadiazole [N+](=O)([O-])C1=CC=CC=2N=NOC21